N-(2-(benzo[d][1,3]dioxolan-5-yl)-1-(phenylthio)propan-2-yl)-4-methoxyaniline O1COC2=C1C=CC(=C2)C(CSC2=CC=CC=C2)(C)NC2=CC=C(C=C2)OC